N-(3-chloro-2,4-difluorophenyl)-N-methyl-2-(4-methyl-6-(trifluoromethyl)pyrimidin-2-yl)-5-oxopyrazolidine-3-carboxamide ClC=1C(=C(C=CC1F)N(C(=O)C1N(NC(C1)=O)C1=NC(=CC(=N1)C)C(F)(F)F)C)F